(S)-2-(3-(3-phenylpropyl)-1,2,4-oxadiazol-5-yl)pyrrolidine-1-carboxylic acid isobutyl ester C(C(C)C)OC(=O)N1[C@@H](CCC1)C1=NC(=NO1)CCCC1=CC=CC=C1